N[C@@H]1CN(C[C@@H]1NC(C1=CC=C(C=C1)C(C1=C(C(=CC=C1OCOCC)OC)F)=O)=O)C(=O)OC(C)(C)C tert-butyl (3R,4S)-3-amino-4-(4-(6-(ethoxymethoxy)-2-fluoro-3-methoxybenzoyl)benzamido)pyrrolidine-1-carboxylate